((3-(4-((2-(tert-butyl)-1H-imidazol-1-yl) methyl)-2-methylphenyl)-5-isobutylthiophene-2-yl) sulfonyl) carbamate C(N)(OS(=O)(=O)C=1SC(=CC1C1=C(C=C(C=C1)CN1C(=NC=C1)C(C)(C)C)C)CC(C)C)=O